(+/-)-trans-methyl 3-((2-chloro-5-fluoro-6-(furan-3-yl)pyrimidin-4-yl)amino)bicyclo[2.2.2]octane-2-carboxylate ClC1=NC(=C(C(=N1)NC1C(C2CCC1CC2)C(=O)OC)F)C2=COC=C2